FC(CC=1C(=NC(=CC1)N1C=NC2=C1C=CC(=C2)NC=2N=NC(=CC2)C)N2N=C(C=C2C)C#N)F 1-[3-(2,2-difluoroethyl)-6-[5-[(6-methylpyridazin-3-yl)amino]benzimidazol-1-yl]-2-pyridyl]-5-methyl-pyrazole-3-carbonitrile